C(C)(C)(C)[PH2]=S tert-butylphosphine sulfide